methyl-8-[2-(11-{[4-(dimethylamino)butanoyl]oxy}nonadecyl)cyclopropyl]octanoate COC(CCCCCCCC1C(C1)CCCCCCCCCCC(CCCCCCCC)OC(CCCN(C)C)=O)=O